CN(C1CCN(CC1)C=1C=CC=2N(C(C=C(N2)C2=NN3C(C(=NC(=C3)C)CC)=C2)=O)C1)C 7-[4-(dimethylamino)piperidin-1-yl]-2-(4-ethyl-6-methylpyrazolo[1,5-a]pyrazin-2-yl)-4H-pyrido[1,2-a]pyrimidin-4-one